((4R,5R)-5-benzyl-2,2-dimethyl-1,3-dioxolan-4-yl)methyl sulfamate S(N)(OC[C@H]1OC(O[C@@H]1CC1=CC=CC=C1)(C)C)(=O)=O